ethyl-N,N-dimethylethylenediamine C(C)NCCN(C)C